4-((1R,2S)-2-hydroxycyclohexylamino)-2-((1r,4R)-4-hydroxycyclohexylamino)pyrimidine-5-carbonitrile O[C@@H]1[C@@H](CCCC1)NC1=NC(=NC=C1C#N)NC1CCC(CC1)O